1-(4-(1-(tetrahydro-2H-pyran-2-yl)-1H-pyrazol-4-yl)phenyl)piperidine-4-Formic acid O1C(CCCC1)N1N=CC(=C1)C1=CC=C(C=C1)N1CCC(CC1)C(=O)O